N-[4-(1H-indol-7-yl)-7-methoxy-1H-1,3-benzodiazol-2-yl]-1-(2-methoxyethyl)-1H-pyrazole-4-carboxamide N1C=CC2=CC=CC(=C12)C1=CC=C(C=2NC(=NC21)NC(=O)C=2C=NN(C2)CCOC)OC